CN1[C@@H](CCC1)CO (S)-N-methyl-2-pyrrolidinemethanol